N-(3-(dimethylamino)propyl)-4-[131I]iodobenzamide CN(CCCNC(C1=CC=C(C=C1)[131I])=O)C